C(C=C)(=O)N1C[C@@H]2COC3=C(C(N2CC1)=O)C(=NC(=C3Cl)C3=C(C=CC=C3)F)N3C(C[C@@H](C3)N3CCC3)(C)C (R)-8-acryloyl-1-((S)-4-(azetidin-1-yl)-2,2-dimethylpyrrolidin-1-yl)-4-chloro-3-(2-fluorophenyl)-6,6a,7,8,9,10-hexahydro-12H-pyrazino[2,1-c]pyrido[3,4-f][1,4]oxazepin-12-one